2-Chloro-5-({[(1-hydroxycyclopropyl)carbonyl]amino}methyl)-N-{1-[3-methyl-4-(trifluoromethoxy)phenyl]-1H-indazol-4-yl}benzamide ClC1=C(C(=O)NC2=C3C=NN(C3=CC=C2)C2=CC(=C(C=C2)OC(F)(F)F)C)C=C(C=C1)CNC(=O)C1(CC1)O